(methoxycarbonyl)ethyl-trichlorosilane COC(=O)CC[Si](Cl)(Cl)Cl